(2R)-N-((R or S)-(3-chloro-4-fluoro-phenyl)(6-(difluoro-methoxy)pyridin-3-yl)methyl)-2-methyl-3-oxopiperazine-1-carboxamide ClC=1C=C(C=CC1F)[C@@H](NC(=O)N1[C@@H](C(NCC1)=O)C)C=1C=NC(=CC1)OC(F)F |o1:8|